OCCOCN1C(=O)NC(=O)C(C)=C1SC1=CC=CC=C1 1-[(2-hydroxyethoxy)methyl]-6-(phenylthio)-thymine